(1S,2S)-N-(6-(7-((S)-1-(2H-tetrazol-2-yl)ethyl)-5-chloro-6-fluoro-1H-indazol-4-yl)imidazo[1,2-a]pyrazin-2-yl)-2-fluorocyclopropane-1-carboxamide N=1N(N=NC1)[C@@H](C)C=1C(=C(C(=C2C=NNC12)C=1N=CC=2N(C1)C=C(N2)NC(=O)[C@H]2[C@H](C2)F)Cl)F